3-[(4S)-4-[2-[5-[(6,7-difluoro-4-methylsulfonyl-1H-indol-5-yl)oxy]-2-fluoro-phenyl]-1H-imidazol-4-yl]-2,2,4-trimethyl-chroman-8-yl]propanoic acid FC1=C(C(=C2C=CNC2=C1F)S(=O)(=O)C)OC=1C=CC(=C(C1)C=1NC=C(N1)[C@]1(CC(OC2=C(C=CC=C12)CCC(=O)O)(C)C)C)F